C(C1=CC=CC=C1)OC=1C(=CC(=C(C1)CC(=O)O)F)C1(OCC1)C(F)(F)F 2-[5-benzyloxy-2-fluoro-4-[2-(trifluoromethyl)oxetan-2-yl]phenyl]acetic acid